phospho-phosphoric acid P(=O)(=O)OP(O)(O)=O